2-amino-7-butyl-9-((2R,3R,5S)-5-((R)-2-fluoro-1-hydroxyethyl)-3-hydroxytetrahydrofuran-2-yl)-7,9-dihydro-8H-purin-8-one NC1=NC=C2N(C(N(C2=N1)[C@@H]1O[C@@H](C[C@H]1O)[C@H](CF)O)=O)CCCC